1-(1-(4-(tert-butyl)benzyl)piperidin-4-yl)-2-methyl-5-(trifluoromethyl)-1H-benzo[d]imidazole hydrochloride Cl.C(C)(C)(C)C1=CC=C(CN2CCC(CC2)N2C(=NC3=C2C=CC(=C3)C(F)(F)F)C)C=C1